BrC1=C(N=CN1CC(=O)N1CC2(COC2)C1)C1=CC=C(C=C1)F 2-[5-bromo-4-(4-fluorophenyl)-1H-imidazol-1-yl]-1-{2-oxa-6-azaspiro[3.3]hept-6-yl}ethan-1-one